C(C=C)(=O)N1[C@H](CN(CC1)C1=NC(=NC=2CC(CCC12)N1CCCC2=CC(=CC=C12)OC)OCCN(C)C)CC#N 2-((2S)-1-Acryloyl-4-(2-(2-(dimethylamino)ethoxy)-7-(6-methoxy-3,4-dihydroquinolin-1(2H)-yl)-5,6,7,8-tetrahydroquinazolin-4-yl)piperazin-2-yl)acetonitrile